(S)-tert-Butyl 4-(7-bromo-6-chloro-1-(2-isopropylphenyl)-2-oxo-1,2-dihydropyrido[3,2-d]pyrimidin-4-yl)-3-methylpiperazine-1-carboxylate BrC1=CC=2N(C(N=C(C2N=C1Cl)N1[C@H](CN(CC1)C(=O)OC(C)(C)C)C)=O)C1=C(C=CC=C1)C(C)C